7-Formyl-N-(4-isopropoxy-5-(pyridin-2-ylethynyl)pyridin-2-yl)-3,4-dihydro-1,8-naphthyridine-1(2H)-carboxamide C(=O)C1=CC=C2CCCN(C2=N1)C(=O)NC1=NC=C(C(=C1)OC(C)C)C#CC1=NC=CC=C1